7-(cyclopropylamino)-5-((3-((methylsulfonyl)methyl)-4-(1H-pyrazol-4-yl)phenyl)amino)pyrazolo[1,5-a]pyrimidine-3-carbonitrile C1(CC1)NC1=CC(=NC=2N1N=CC2C#N)NC2=CC(=C(C=C2)C=2C=NNC2)CS(=O)(=O)C